tert-Butyl-(7-chloro-2-oxo-2,3,4,5-tetrahydro-1H-1-benzazepin-4-yl)carbamat C(C)(C)(C)OC(NC1CC(NC2=C(C1)C=C(C=C2)Cl)=O)=O